(2S,3S)-3-methyl-1-tritylaziridine C[C@H]1CN1C(C1=CC=CC=C1)(C1=CC=CC=C1)C1=CC=CC=C1